N1(CCOCC1)C(=O)NNC(=O)[C@H]1N2C(N([C@H](CC1)C2)OS(=O)(=O)O)=O (2S,5R)-N'-(morpholin-4-ylcarbonyl)-7-oxo-6-(sulfooxy)-1,6-diazabicyclo-[3.2.1]octane-2-carbohydrazide